OC(C)(C)C1=CC=C(COC2=CC=CC(=N2)C2CCN(CC2)CC2=NC3=C(N2CCOC)C=C(C=C3)C(=O)O)C=C1 2-((4-(6-((4-(2-hydroxypropan-2-yl)benzyl)oxy)pyridin-2-yl)piperidin-1-yl)methyl)-1-(2-methoxyethyl)-1H-benzo[d]imidazole-6-carboxylic acid